3-bromo-5-chloro-N2-methyl-benzene-1,2-diamine BrC1=C(C(=CC(=C1)Cl)N)NC